2,2',2''-((2S,5S,8S,11S)-2,5,8,11-tetrakis(4-methoxy-3-sulfobenzyl)-1,4,7,10-tetraazacyclododecane-1,4,7-triyl)triacetic acid COC1=C(C=C(C[C@@H]2N(C[C@@H](NC[C@@H](N(C[C@@H](N(C2)CC(=O)O)CC2=CC(=C(C=C2)OC)S(=O)(=O)O)CC(=O)O)CC2=CC(=C(C=C2)OC)S(=O)(=O)O)CC2=CC(=C(C=C2)OC)S(=O)(=O)O)CC(=O)O)C=C1)S(=O)(=O)O